C(#N)C1=CC=C(C=C1)C(CN[C@H](C(=O)NC1=NC=C(C=C1)C=1C=NN(C1)C)C1=CC=CC=C1)C (S)-2-((2-(4-cyanophenyl)-propyl)amino)-N-(5-(1-methyl-1H-pyrazol-4-yl)pyridin-2-yl)-2-phenylacetamide